IC1=C(C=CC=C1)C(C)(C)C o-iodo-tertiary butyl-benzene